trans-4-((4-(2-Cyclopropyloxazol-4-yl)-pyridine-2-yl)((trans-4-(5-methoxy-6-methylpyridin-2-yl)-cyclohexyl)methyl)-carbamoyl)cyclohexyl 3-(2-hydroxypropan-2-yl)azetidine-1-carboxylate OC(C)(C)C1CN(C1)C(=O)O[C@@H]1CC[C@H](CC1)C(N(C[C@@H]1CC[C@H](CC1)C1=NC(=C(C=C1)OC)C)C1=NC=CC(=C1)C=1N=C(OC1)C1CC1)=O